tert-butyl methacrylate (t-butyl methacrylate) C(C)(C)(C)C=C(C(=O)O)C.C(C(=C)C)(=O)OC(C)(C)C